BrC1=C(C=C2C=NNC2=C1F)NC1=CC(=C(C=C1)F)Cl 6-Bromo-N-(3-chloro-4-fluorophenyl)-7-fluoro-1H-indazol-5-amine